2-((2-(3-((tert-butoxycarbonyl)((3-(1,1-dihydroxy-3-oxoisoindolin-2-yl)-6-methoxy-pyridin-2-yl)methyl)amino)propyl)-4-fluorophenyl)amino)-5-(trifluoromethyl)benzoic acid C(C)(C)(C)OC(=O)N(CCCC1=C(C=CC(=C1)F)NC1=C(C(=O)O)C=C(C=C1)C(F)(F)F)CC1=NC(=CC=C1N1C(C2=CC=CC=C2C1=O)(O)O)OC